[F-].[Na+].CC=1C=C(C=C)C=CC1[Si](O[Si](C)(C)C)(OCC)OCC 3-methyl-4-[diethoxy(trimethylsiloxy)silyl]styrene sodium fluoride